FC1COCCC1C1CN(C1)[C@@H]1[C@H](CCCC1)OC=1C=C2CN(C(C2=CC1)=O)C1C(NC(CC1)=O)=O 3-(5-(((1S,2S)-2-(3-(3-fluorotetrahydro-2H-pyran-4-yl)azetidin-1-yl)cyclohexyl)oxy)-1-oxoisoindolin-2-yl)piperidine-2,6-dione